3-(2-(((2-aminothiazol-5-yl)methyl)amino)-2-oxoacetyl)-N-(3,4-difluorophenyl)-2-methyl-5,6,7,8-tetrahydroindolizine-1-carboxamide NC=1SC(=CN1)CNC(C(=O)C1=C(C(=C2CCCCN12)C(=O)NC1=CC(=C(C=C1)F)F)C)=O